(S)-N-(1-aminopropan-2-yl)-5-(4-(trifluoromethyl)phenyl)-2-naphthamide NC[C@H](C)NC(=O)C1=CC2=CC=CC(=C2C=C1)C1=CC=C(C=C1)C(F)(F)F